CC1=C(N=C(S1)N=NC1=C(NC2=CC=CC=C12)O)C1=CC=CC=C1 3-[(5-methyl-4-phenyl-1,3-thiazol-2-yl)diazenyl]-1H-indol-2-ol